N-(1-hydroxypropan-2-yl)-3-oxo-2-(pyridin-3-yl)-6-[4-(trifluoromethoxy)phenyl]-2,3-dihydropyridazine OCC(C)N1N(C(CC=C1C1=CC=C(C=C1)OC(F)(F)F)=O)C=1C=NC=CC1